[11C]dehydroascorbic acid O=[11C]1C(=O)C(=O)[C@H](O1)[C@@H](O)CO